1-methyl-2-methyl-1H-indole-6-carboxylic acid CN1C(=CC2=CC=C(C=C12)C(=O)O)C